COC[C@]1(N2[C@@H](C[C@@H](C1=O)CC2)C)COP(=O)(OC[C@@]2(N1[C@@H](CC(C2=O)CC1)C)COC)N[C@@H](C)C(=O)OCC1=CC=CC=C1 benzyl ((((1R,2S,4S,6R)-2-(methoxymethyl)-6-methyl-3-oxoquinuclidin-2-yl)methoxy)(((2S,6R)-2-(methoxymethyl)-6-methyl-3-oxoquinuclidin-2-yl)methoxy)phosphoryl)-L-alaninate